CC=1C=2N(C=C(C1)C1=CC(=C3C(=NNC3=C1)OC1CCN(CC1)C1CCOCC1)C)N=CN2 8-methyl-6-(4-methyl-3-((1-(tetrahydro-2H-pyran-4-yl)piperidin-4-yl)oxy)-1H-indazol-6-yl)-[1,2,4]triazolo[1,5-a]pyridine